C(=O)(OC(C)(C)C)N1CC=C(CC1)B1OC(C)(C)C(C)(C)O1 N-Boc-1,2,5,6-tetrahydropyridin-4-boronic acid pinacol ester